2-methoxy-N-{4-methoxy-6-[(1H-pyrazol-1-yl)methyl]-1,2-benzoxazol-3-yl}benzene-1-sulfonamide tert-butyl-(2s,3r)-3-hydroxy-2-methylazetidine-1-carboxylate C(C)(C)(C)OC(=O)N1[C@H]([C@@H](C1)O)C.COC1=C(C=CC=C1)S(=O)(=O)NC1=NOC2=C1C(=CC(=C2)CN2N=CC=C2)OC